(1R)-3-(4-phenoxyphenyl)-1-(3-piperidyl)pyrazolo[3,4-d]pyrimidin-4-amine O(C1=CC=CC=C1)C1=CC=C(C=C1)C1=NN(C2=NC=NC(=C21)N)C2CNCCC2